The molecule is a monocarboxylic acid amide and an alpha-CH2-containing aldehyde. It has a role as a human metabolite and a mouse metabolite. It derives from a butanal. CC(=O)NCCCC=O